(2R,3R)-Boc-beta-methyl-phenylalanine C[C@H](C1=CC=CC=C1)[C@H](C(=O)O)NC(=O)OC(C)(C)C